FC(C1=CC=C(COC2=NC=3CN(CCC3C=C2C(F)(F)F)C(=O)OC(C)(C)C)C=C1)F tert-butyl 2-((4-(difluoromethyl)benzyl)oxy)-3-(trifluoromethyl)-5,8-dihydro-1,7-naphthyridine-7(6H)-carboxylate